4-[5-amino-4-cyano-1-(2,2,2-trifluoro-1-tetrahydropyran-4-yl-ethyl)pyrazol-3-yl]Benzene ethyl-(2S)-6-diazo-2-((2S)-2-(methylsulfinyl)propanamido)-5-oxohexanoate C(C)OC([C@H](CCC(C=[N+]=[N-])=O)NC([C@H](C)S(=O)C)=O)=O.NC1=C(C(=NN1C(C(F)(F)F)C1CCOCC1)C1=CC=CC=C1)C#N